C(C)(C)(C)OC(=O)N1[C@@H](C[C@@H](CC1)C(C)=O)C1=CC=CC=C1 |r| rac-(2S,4R)-4-acetyl-2-phenylpiperidine-1-carboxylic acid tert-butyl ester